BrC=1C=CC(=NC1)OCCCOC1OCCCC1 5-bromo-2-(3-((tetrahydro-2H-pyran-2-yl)oxy)propoxy)pyridine